CC\C=C/C\C=C/C\C=C/CCCCCCCCCCC (Z,Z,Z)-3,6,9-Heneicosatriene